COC1=C(C=CC=C1)CCCN1C[C@@H]2[C@@H](N3C4=C(C=CC=C24)N(CCC3)C)CC1 (8aS,12aR)-11-(3-(2-methoxyphenyl)propyl)-4-methyl-4,5,6,7,8a,9,10,11,12,12a-decahydro-[1,4]diazepino[3,2,1-hi]pyrido[4,3-b]indole